tributylammonium tetrakis(perfluoronaphthyl)borate FC1=C(C2=C(C(=C(C(=C2C(=C1F)F)F)F)F)F)[B-](C1=C(C(=C(C2=C(C(=C(C(=C12)F)F)F)F)F)F)F)(C1=C(C(=C(C2=C(C(=C(C(=C12)F)F)F)F)F)F)F)C1=C(C(=C(C2=C(C(=C(C(=C12)F)F)F)F)F)F)F.C(CCC)[NH+](CCCC)CCCC